({4-[4-(difluoromethyl)-5-ethoxypyridin-3-yl]-3-[(3-methylbutoxy)methyl]phenyl}amino)oxazolidine-4-carboxylic acid FC(C1=C(C=NC=C1OCC)C1=C(C=C(C=C1)NC1OCC(N1)C(=O)O)COCCC(C)C)F